ClC=1C(=C(CS(=O)(=O)C2=CC=C(S2)S(=O)(=O)N(C)C)C=CC1)N1CCC(CC1)(C)C 5-[[3-Chloro-2-(4,4-dimethyl-1-piperidinyl)benzyl]sulfonyl]-N,N-dimethylthiophene-2-sulfonamide